C1C(CC2=CC=CC=C12)CC1=NOC(O1)=O 3-((2,3-Dihydro-1H-inden-2-yl)methyl)-1,4,2-dioxazol-5-one